2,3-dioleoyloxypropyl-trimethyl-ammonium chloride [Cl-].C(CCCCCCC\C=C/CCCCCCCC)(=O)OC(C[N+](C)(C)C)COC(CCCCCCC\C=C/CCCCCCCC)=O